(S)-4-(5-(3-((2-((S)-3-carboxybutanoyl)-7-chloro-6-hydroxy-isoindolin-5-yl)oxy)propoxy)-7-fluoro-6-methoxybenzo[b]thiophen-2-yl)-2-methyl-4-oxobutanoic acid C(=O)(O)[C@H](CC(=O)N1CC2=C(C(=C(C=C2C1)OCCCOC1=CC2=C(SC(=C2)C(C[C@@H](C(=O)O)C)=O)C(=C1OC)F)O)Cl)C